C(C)(=O)N[C@H]1C[C@H](CCC1)C(=O)NC1=NC=C(C(=C1)C1=CC2=C3N(N=C2C=C1)CCC3C)Cl (1S,3R)-3-acetamido-N-(5-chloro-4-(1-methyl-2,3-dihydro-1H-pyrrolo[1,2-b]indazol-8-yl)pyridin-2-yl)cyclohexane-1-carboxamide